4-(6-(6-chloroquinazolin-4-yl)-8-methyl-5,6,7,8-tetrahydro-1,6-naphthyridin-3-yl)morpholine ClC=1C=C2C(=NC=NC2=CC1)N1CC=2C=C(C=NC2C(C1)C)N1CCOCC1